[Ir].N1=C(C=CC=C1)C1=CC=NC=C1.N1=C(C=CC=C1)C1=CC=NC=C1 bis[2,4'-bipyridine] iridium